B(OC1=C(C=CC=C1)C)(OC1=C(C=CC=C1)C)OC1=C(C=CC=C1)C trio-tolyl borate